CC1=C(C(=NC=C1)C1=CC=NN1C)N 4-methyl-2-(1-methyl-1H-pyrazol-5-yl)pyridin-3-amine